S(=O)(=O)(O)CCOCC#CCOCCS(=O)(=O)O 1,4-di-(beta-sulphoethoxy)-2-butyne